ClC1=CC=CC(=N1)N1CC=2N(N=CC2C1)C(=O)OCC1=CC=CC=C1 benzyl 5-(6-chloropyridin-2-yl)-5,6-dihydropyrrolo[3,4-c]pyrazole-1(4H)-carboxylate